O=C1C2=CC3=C(N=CC=C3N2CCN1CCNC(OC(C)(C)C)=O)OCC(F)(F)F tert-butyl N-[2-[10-oxo-6-(2,2,2-trifluoroethoxy)-1,5,11-triazatricyclo[7.4.0.02,7]trideca-2,4,6,8-tetraen-11-yl]ethyl]carbamate